(R)-2-pyrrolidin-1-ylmethyl-pyrrolidine-1-carboxylic acid (3-{6-amino-5-[1-(2,6-dichloro-3-fluoro-phenyl)-ethoxy]-pyridin-3-yl}-1,1-dimethyl-prop-2-ynyl)-amide NC1=C(C=C(C=N1)C#CC(C)(C)NC(=O)N1[C@H](CCC1)CN1CCCC1)OC(C)C1=C(C(=CC=C1Cl)F)Cl